C(C)(C)(C)OC(=O)N1[C@@H]2CN([C@H](C1)C2)C2=CN1C(=NC(=CC1=O)OS(=O)(=O)C1=CC=C(C=C1)C)S2.NC2=C(C=CC=C2)NC(C2=CC=C(C=C2)C2CCNCC2)=O N-(2-aminophenyl)-4-(piperidine-4-yl)benzamide tert-butyl-(1S,4S)-5-[5-oxo-7-(p-tolylsulfonyloxy)thiazolo[3,2-a]pyrimidin-2-yl]-2,5-diazabicyclo[2.2.1]heptane-2-carboxylate